N-(2-(2-(2-(2-hydroxyethoxy)ethoxy)ethoxy)ethyl)acetamide OCCOCCOCCOCCNC(C)=O